COC1=CC(=CC2=C1C(=NO2)NS(=O)(=O)CC2=CC=CC=C2)CN2N=C(C=C2)CNC(C=C)=O N-((1-((4-methoxy-3-((phenylmethyl)sulfonamido)benzo[d]isoxazol-6-yl)methyl)-1H-pyrazol-3-yl)methyl)acrylamide